N-(3-chloro-4-fluorobenzyl)-3-((6-phenylpyridazin-3-yl)amino)benzamide ClC=1C=C(CNC(C2=CC(=CC=C2)NC=2N=NC(=CC2)C2=CC=CC=C2)=O)C=CC1F